4,4'-isopropylidenediphenyl didodecyl diphosphite O1P(OC2=CC=C(C=C2)C(C)(C)C2=CC=C1C=C2)OP(OCCCCCCCCCCCC)OCCCCCCCCCCCC